NC1=CN=C(S1)N1C=CC2=C1N=CN=C2N2CC(CC2C2=C(C=CC(=C2)F)F)=O (7-(5-aminothiazol-2-yl)-7H-pyrrolo[2,3-d]pyrimidin-4-yl)-5-(2,5-difluorophenyl)pyrrolidin-3-one